C(C)OC(=O)C1=C(SC(=C1C(=O)OCC)N=CC=1SC(=CC1)[N+](=O)[O-])NC(C1=CC=C(C=C1)Cl)=O (4-chlorobenzoylamino)-5-(5-nitrothiophen-2-yl)methyleneaminothiophene-3,4-dicarboxylic acid diethyl ester